C(CCC)OC(=O)N1C=CC2=C(C(=CC(=C12)C)OC)CN1[C@H](CN(CC1)CC(F)F)C1=CC(=C(C=C1)C(=O)OC)OC1COC1.CC1=CC(=CC=C1)C#CC1=CC=CC=C1 1-methyl-3-phenylethynyl-benzene Butyl-(S)-4-((4-(2,2-difluoroethyl)-2-(4-(methoxycarbonyl)-3-(oxetan-3-yloxy)phenyl)piperazin-1-yl)methyl)-5-methoxy-7-methyl-1H-indole-1-carboxylate